3-(4-{3-[6-(3-Methyl-[1,2,4]oxadiazol-5-yl)-pyridin-2-yloxy]-propyl}-piperazin-1-yl)-benzo[d]isothiazole oxalate C(C(=O)O)(=O)O.CC1=NOC(=N1)C1=CC=CC(=N1)OCCCN1CCN(CC1)C1=NSC2=C1C=CC=C2